S(=O)(=O)(O)CCCSSCCCS(=O)(=O)O bis-(3-sulfopropyl) disulphide